N1(CCNCC1)C=1N=CC2=C(N1)CCN(C2)C(=O)[O-] 2-(piperazin-1-yl)-7,8-dihydropyrido[4,3-d]pyrimidine-6(5H)-carboxylate